N-[(2R,3S)-3-{4-[(2S)-2-amino-2-cycloheptylacetamido]-2,3-difluorophenyl}-1-(4-methylpiperazin-1-yl)-1-oxobutan-2-yl]propanamide N[C@H](C(=O)NC1=C(C(=C(C=C1)[C@@H]([C@H](C(=O)N1CCN(CC1)C)NC(CC)=O)C)F)F)C1CCCCCC1